BrC1=C(SC(=C1)C(C)(C)O)S(=O)(=O)N[Si](C)(C)C(C)(C)C 3-bromo-N-(tert-butyldimethylsilyl)-5-(2-hydroxypropan-2-yl)thiophene-2-sulfonamide